CN(C)P(N(C)C)N(C)C tris-(dimethylamino)phosphine